ClC1=CC=C(C(=N1)N1N=C(C=C1C)C#N)C=O 1-(6-chloro-3-formyl-2-pyridinyl)-5-methyl-pyrazole-3-carbonitrile